FC1=CC=C(C=C1)NC(=O)C1CCNCC1 N-(4-fluorophenyl)piperidine-4-carboxamide